CC(=CCC1=C(C=C(C=C1OCOC1CCCCC1)CCCCC)OCOC1CCCCC1)CCC=C(C)C ((((2-(3,7-dimethylocta-2,6-dien-1-yl)-5-pentyl-1,3-phenylene)bis(oxy))bis(methylene))bis(oxy))dicyclohexane